N[C@@H]1CN(CCC1)C1=CC(=NC=C1C=1C=NN(C1)CC(F)(F)F)NC1=CC=C2C(=N1)N(N=C2C#N)CC2CC2 (S)-6-((4-(3-Aminopiperidin-1-yl)-5-(1-(2,2,2-trifluoroethyl)-1H-pyrazol-4-yl)pyridin-2-yl)amino)-1-(cyclopropylmethyl)-1H-pyrazolo[3,4-b]pyridine-3-carbonitrile